CN1CC=CC2=C1N=CN=C2 8-methylpyrido[2,3-d]pyrimidin